butyl-dithiourethane C(CCC)NC(=S)SCC